C(C(=C)C)(=O)ONCC ethylamino methacrylate